ClC1=NC(=C2C(=N1)NN=C2)NCC=2OC=CC2 6-chloro-N-(furan-2-ylmethyl)-1H-pyrazolo[3,4-d]pyrimidin-4-amine